(1s,3s)-N-(2-hydroxyethyl)-3-(4-(4-(1-(pentan-3-yl)-1H-pyrazol-4-yl)pyrazolo[1,5-a]pyrazin-6-yl)-1H-pyrazol-1-yl)cyclobutanecarboxamide OCCNC(=O)C1CC(C1)N1N=CC(=C1)C=1N=C(C=2N(C1)N=CC2)C=2C=NN(C2)C(CC)CC